methyl 1-(1-(6-(4-(trifluoromethyl) phenyl) pyridin-3-yl) butyl)-1H-imidazole-5-carboxylate FC(C1=CC=C(C=C1)C1=CC=C(C=N1)C(CCC)N1C=NC=C1C(=O)OC)(F)F